BrC=1C(=C2C=3C(NCNC3C1)N1C(C=C(O2)OC[C@]23CCCN3C[C@@H](C2)F)=CCCC1)F 2-bromo-1-fluoro-13-(((2R,7aS)-2-fluorotetrahydro-1H-pyrrolizin-7a(5H)-yl)methoxy)-6,6a,7,8,9,10-hexahydro-5H-pyrido[1',2':5,6][1,5]oxazocino[4,3,2-de]quinazoline